N[C@H](CC)C1CCC(CC1)C(=O)OC methyl (1R,4r)-4-((R)-1-aminopropyl)cyclohexane-1-carboxylate